O=S1(CCCC1)=NC(CC=1N=C2N(C=C(C=C2)C2=NOC(=N2)C(F)(F)F)C1)=O N-(1-oxidotetrahydro-1λ6-thiophen-1-ylidene)-2-(6-(5-(trifluoromethyl)-1,2,4-oxadiazol-3-yl)imidazo[1,2-a]pyridin-2-yl)acetamide